methyl 4-(4-(3-(2,6-dichlorophenylamino)-1-(3-methoxy-3-methyl-butyl)-1H-indazol-6-ylamino)phenyl)piperazine-1-carboxylate ClC1=C(C(=CC=C1)Cl)NC1=NN(C2=CC(=CC=C12)NC1=CC=C(C=C1)N1CCN(CC1)C(=O)OC)CCC(C)(C)OC